C(C=CCC)[Si](OC)(C)C 2-pentenyldimethylmethoxysilane